COC1=CC=C(C=C1)/C=C/C(=O)OC1(CCC(CC1)C(=C)C)C 1-methyl-4-(prop-1-en-2-yl)cyclohexyl (E)-3-(4-methoxyphenyl)acrylate